COC1=CC=C(C=C1)N1C2=NC(=NC(=C2N=C1)N1N=C(C=C1)C=1C=C(C=CC1)C)N1CCOCC1 4-(9-(4-methoxyphenyl)-6-(3-(m-tolyl)-1H-pyrazol-1-yl)-9H-purin-2-yl)morpholine